C1(=CC=CC=2C(=CC=CC12)S)S 1,5-naphthalenedithiol